methyl 3-(3-bromoisothiazol-4-yl)-5-fluorobenzoate BrC1=NSC=C1C=1C=C(C(=O)OC)C=C(C1)F